FC1=C(C=CC=C1)C=1C[C@H]2[C@@H]([C@H]2C1)C(=N)NO |r| rac-(1R,5R,6S)-3-(2-fluorophenyl)-N-hydroxy-bicyclo[3.1.0]Hex-3-en-6-carboxamidine